C1(=CC=CC=C1)CCCCC1=CC=CC=C1 1-(3-phenylpropyl)-1-phenylmeth-ane